2-(2-(dimethylamino)ethyl)-7-(4-fluorophenyl)-8-(3-methylimidazo[1,2-a]pyridin-6-yl)-[1,2,4]triazolo[1,5-c]pyrimidin-5-amine CN(CCC1=NN2C(=NC(=C(C2=N1)C=1C=CC=2N(C1)C(=CN2)C)C2=CC=C(C=C2)F)N)C